C(C1=CC=CC=C1)OC(NCC(CO[Si](C1=CC=CC=C1)(C1=CC=CC=C1)C(C)(C)C)O)=O (3-((tert-Butyldiphenylsilyl)oxy)-2-hydroxypropyl)carbamic acid benzyl ester